ClC1=CC(=C(C=C1Cl)NC(C)=O)NC1=NC(=NC=C1Cl)NC=1C=NC(=CC1)N1CCOCC1 N-(4,5-dichloro-2-((5-chloro-2-((6-morpholinylpyridin-3-yl)amino)pyrimidin-4-yl)amino)phenyl)acetamide